9-([1,1'-biphenyl]-4-yl)-N-(4-phenylnaphthalen-1-yl)-9H-carbazole-4-amine C1(=CC=C(C=C1)N1C2=CC=CC=C2C=2C(=CC=CC12)NC1=CC=C(C2=CC=CC=C12)C1=CC=CC=C1)C1=CC=CC=C1